BrCC=1SC=CC1 2-(bromomethyl)-thiophene